(6-chloropyrazin-2-yl)-4-fluorobenzene ClC1=CN=CC(=N1)C1=CC=C(C=C1)F